(2-[4-(6-chloro-9-ethyl-1-methyl-9H-pyrido[3,4-b]indol-8-yl)-phenoxy]-ethyl)-diisopropyl-amine ClC=1C=C2C3=C(N(C2=C(C1)C1=CC=C(OCCN(C(C)C)C(C)C)C=C1)CC)C(=NC=C3)C